2-Amino-3-((4-(morpholinomethyl)benzyl)oxy)phenol NC1=C(C=CC=C1OCC1=CC=C(C=C1)CN1CCOCC1)O